1-(Bromomethyl-d2)-3-fluorobenzene BrC(C1=CC(=CC=C1)F)([2H])[2H]